N1=C(C=CC(=C1)NC(C1=CC=C(C=C1)F)=O)C=1C=NC=CC1 N-([2,3'-bipyridin]-5-yl)-4-fluorobenzamide